2-(4-methoxyphenyl)-2-(((2-oxo-1,3-benzoxazol-3(2H)-yl)acetyl)amino)-N-(4-(trimethylsilyl)phenyl)acetamide COC1=CC=C(C=C1)C(C(=O)NC1=CC=C(C=C1)[Si](C)(C)C)NC(CN1C(OC2=C1C=CC=C2)=O)=O